2,6-dichloro-4-methyl-5-(trifluoromethyl)pyridine ethyl-3-[(6-{6,6-difluoro-3-azabicyclo[3.1.0]hex-3-yl}-2-ethylpyridin-3-yl)(hydroxy)methyl]-1-(propen-2-yl)-1H-pyrazole-5-carboxylate C(C)OC(=O)C1=CC(=NN1C(=C)C)C(O)C=1C(=NC(=CC1)N1CC2C(C2C1)(F)F)CC.ClC1=NC(=C(C(=C1)C)C(F)(F)F)Cl